ClC=1C=C(C(=NC1)F)[C@]1([C@@H](CS(CC1)(=O)=O)C)F |r| Racemic-cis-4-(5-chloro-2-fluoropyridin-3-yl)-4-fluoro-3-methyl-1λ6-thiane-1,1-dione